aluminum titanium-iron [Fe].[Ti].[Al]